di-(2-heptylundecyl) adipate C(CCCCC(=O)OCC(CCCCCCCCC)CCCCCCC)(=O)OCC(CCCCCCCCC)CCCCCCC